O=C1NC(CCC1N1C(C2=CC=C(C=C2C1)C1CCN(CC1)CC1CCC(CC1)C#N)=O)=O (1r,4r)-4-((4-(2-(2,6-dioxopiperidin-3-yl)-1-oxoisoindolin-5-yl)piperidin-1-yl)methyl)cyclohexane-1-carbonitrile